[Na+].OC1=C(N=C(C2=CC(=CC=C12)OC1=CC=CC=C1)C)C(=O)NCC(=O)[O-] [(4-hydroxy-1-methyl-7-phenoxy-isoquinoline-3-carbonyl)-amino]-acetic acid sodium salt